C(C)(C)(C)OC(=O)O[C@@H]1[C@H]([C@@H](N(C1)C(=O)OC(C)(C)C)CC1=CC=C(C=C1)OC)OC(CC[C@H]1NC(CNC1=O)=O)=O tert-butyl (2S,3S,4S)-4-[(tert-butoxycarbonyl)oxy]-3-({3-[(2R)-3,6-dioxopiperazin-2-yl]propanoyl}oxy)-2-[(4-methoxyphenyl)methyl]pyrrolidine-1-carboxylate